5-chloro-6-(methylamino)-7-nitroquinolin-8-ol ClC1=C2C=CC=NC2=C(C(=C1NC)[N+](=O)[O-])O